O=C1N(CC2=CC=CC=C12)CCC(=O)O 3-(1-oxo-2,3-dihydro-1H-isoindol-2-yl)propanoic acid